4-Nitrophenyl 4-(((2,5-bis(trifluoromethyl)pyrazolo[1,5-a]pyrimidin-7-yl)amino)methyl)-4-(4-fluorophenyl)piperidine-1-carboxylate FC(C1=NN2C(N=C(C=C2NCC2(CCN(CC2)C(=O)OC2=CC=C(C=C2)[N+](=O)[O-])C2=CC=C(C=C2)F)C(F)(F)F)=C1)(F)F